2,6-dimethoxyphenyl (4-nitrophenyl)carboxylate [N+](=O)([O-])C1=CC=C(C=C1)C(=O)OC1=C(C=CC=C1OC)OC